4-tert.-Butylcyclohexanol C(C)(C)(C)C1CCC(CC1)O